CC=1SC2=C(N1)C=CC=C2 2-Methylbenzo-thiazol